chloro-4-methylbenzaldehyde oxime ClC1=C(C=NO)C=CC(=C1)C